2-{3-[(2R,6S)-2,6-dimethylmorpholine-4-carbonyl]-5,6-dihydrocyclopenta[c]pyrazol-1(4H)-yl}-1-{4-[3-(trifluoromethoxy)phenyl]piperidin-1-yl}ethan-1-one C[C@@H]1CN(C[C@@H](O1)C)C(=O)C=1C2=C(N(N1)CC(=O)N1CCC(CC1)C1=CC(=CC=C1)OC(F)(F)F)CCC2